ClC1=C(C=2N=CNC(C2C(=N1)O[C@@H](C)[C@H]1[C@H]2CC[C@@H](CN1)N2C(=O)OC(C)(C)C)=O)F tert-butyl (1r,2r,5S)-2-((S)-1-((7-chloro-8-fluoro-4-oxo-3,4-dihydropyrido[4,3-d]pyrimidin-5-yl) oxy) ethyl)-3,8-diazabicyclo[3.2.1]octane-8-carboxylate